(2r,4r,6s)-4-(2-((trans)-4-(dibenzylamino)cyclohexyl)ethoxy)-2,6-dimethylpiperidine-1-carboxylic acid tert-butyl ester C(C)(C)(C)OC(=O)N1[C@@H](CC(C[C@@H]1C)OCC[C@@H]1CC[C@H](CC1)N(CC1=CC=CC=C1)CC1=CC=CC=C1)C